hexenyl 3-cis-salicylate ((Z)-hex-3-en-1-yl 2-hydroxybenzoate) C(C\C=C/CC)C=1C(=C(C(=O)O)C=CC1)O.C(C=1C(O)=CC=CC1)(=O)OC=CCCCC